Dimethyl 2-(3,3-difluorocyclobutoxy)malonate FC1(CC(C1)OC(C(=O)OC)C(=O)OC)F